N-(2-ethylamino)-piperazine CCNN1CCNCC1